(S)-5-methyl-N-(3-(1-((1-methyl-1H-pyrazolo[3,4-b]pyrazin-6-yl)amino)ethyl)phenyl)-6-(trifluoromethyl)nicotinamide CC=1C(=NC=C(C(=O)NC2=CC(=CC=C2)[C@H](C)NC2=CN=C3C(=N2)N(N=C3)C)C1)C(F)(F)F